[13C](\C=C\C(=O)[O-])(=O)[O-] [1-13C]Fumarate